BrC=1C(=C2C(=NC1)N(C=C2)COCC[Si](C)(C)C)N2CCC1(C(NC(N1)=O)=O)CC2 8-(5-bromo-1-((2-(trimethylsilyl)ethoxy)methyl)-1H-pyrrolo[2,3-b]pyridin-4-yl)-1,3,8-triazaspiro[4.5]decane-2,4-dione